FC(C1=C(C=CC(=C1)C=1C=CC=2N(C3=CC=C(C=C3OC2C1)C1=CC(=C(C=C1)NS(=O)(=O)C)C(F)(F)F)CCN1CCOCC1)NS(=O)(=O)C)(F)F N-[2-(trifluoromethyl)-4-(7-[3-(trifluoromethyl)-4-methanesulfonamidophenyl]-10-[2-(morpholin-4-yl)ethyl]phenoxazin-3-yl)phenyl]methanesulfonamide